4-methyl-1-(oxetan-2-ylmethyl)-5-(2-(trifluoromethyl)phenyl)-1H-pyrrole-3-carboxylic acid CC=1C(=CN(C1C1=C(C=CC=C1)C(F)(F)F)CC1OCC1)C(=O)O